C(C)(C)(C1=CC=CC=C1)C1=CC(=C(C=C1)OC#N)C=CC 4-cumyl-2-(propenyl)cyanatobenzene